(2S,4S)-2-((4-(N-(tert-butyl)sulfamoyl)phenyl)carbamoyl)-4-phenylpyrrolidine-1-carboxylic acid tert-butyl ester C(C)(C)(C)OC(=O)N1[C@@H](C[C@H](C1)C1=CC=CC=C1)C(NC1=CC=C(C=C1)S(NC(C)(C)C)(=O)=O)=O